2,5-bis(5-bromo-4-(2-hexyldecyl)thiophen-2-yl)-9,10-difluorodithieno[3,2-a:2',3'-c]phenazine BrC1=C(C=C(S1)C1=CC2=C(C3=C(C4=NC5=CC(=C(C=C5N=C24)F)F)C=C(S3)C=3SC(=C(C3)CC(CCCCCCCC)CCCCCC)Br)S1)CC(CCCCCCCC)CCCCCC